COC(=O)C=1OC(=NN1)C1=CC(=CC=C1)F 5-(3-fluorophenyl)-1,3,4-oxadiazole-2-carboxylic acid methyl ester